ClC1=CC(=C(N=N1)C(=O)NC)NC1=C(C(=CC=C1)C=1C=C2N(N1)C=CN2C)OC 6-chloro-4-{[2-methoxy-3-(1-methyl-1H-imidazo[1,2-b]pyrazol-6-yl)phenyl]amino}-N-methylpyridazine-3-carboxamide